tert-butyl (2R)-3-[(4-acetamidobutanoyl) sulfanyl]-2-(3-[[(4R)-2,2,5,5-tetramethyl-1,3-dioxan-4-yl]formamido]propanamido)propanoate C(C)(=O)NCCCC(=O)SC[C@@H](C(=O)OC(C)(C)C)NC(CCNC(=O)[C@@H]1OC(OCC1(C)C)(C)C)=O